5-(2-ethylimidazo[1,2-a]pyrimidine-3-carbonyl)-2-hydroxybenzonitrile C(C)C=1N=C2N(C=CC=N2)C1C(=O)C=1C=CC(=C(C#N)C1)O